Piperazine (PiperazineAdipate) N1(CCNCC1)C(CCCC(=O)O)C(=O)O.N1CCNCC1